C(CCCCCCCCCCCCCCCCCCCCCCCCC)OC(CCCCCCCCCCCCCCCCCCCCCCCCC)=O cerotic acid hexacosyl ester